NC1=CC(=C2C(N(CCCCC[C@@](C3=NN=C(C1=N2)O3)(C(F)(F)F)O)CC3=CC(=CC(=C3)F)Cl)=O)C(F)(F)F (6R)-17-amino-12-[(3-chloro-5-fluoro-phenyl)methyl]-6-hydroxy-6,15-bis(trifluoromethyl)-19-oxa-3,4,12,18-tetrazatricyclo[12.3.1.12,5]nonadeca-1(18),2,4,14,16-pentaen-13-one